lithium chromium phosphorus trihydrate O.O.O.[P].[Cr].[Li]